C(C)(C)(C)OC(NC[C@H](C)OC(F)F)=O (S)-(2-(difluoromethoxy)propyl)carbamic acid tert-butyl ester